Tert-butyl (3-cyano-4-(4,4,5,5-tetramethyl-1,3,2-dioxaborolan-2-yl)benzo[b]thiophen-2-yl)carbamate C(#N)C=1C2=C(SC1NC(OC(C)(C)C)=O)C=CC=C2B2OC(C(O2)(C)C)(C)C